ClC1=C(C(=NC(=C1)Cl)C)C(=O)N1COC2=C(C1)C=CC=C2C2=CC(=C(C(=O)OC)C=C2F)N2C1COCC2CC1 Methyl 4-[3-(4,6-dichloro-2-methylpyridine-3-carbonyl)-2,4-dihydro-1,3-benzoxazin-8-yl]-5-fluoro-2-(3-oxa-8-azabicyclo[3.2.1]octan-8-yl)benzoate